1-oleoyl-2-stearoyl-3-oleoyl-glycerol C(CCCCCCC\C=C/CCCCCCCC)(=O)OCC(OC(CCCCCCCCCCCCCCCCC)=O)COC(CCCCCCC\C=C/CCCCCCCC)=O